ClC1=C(C=NN(C1=O)C1CCC(CC1)N1C(N(C2=C1C=CC=C2)CCO[Si](C)(C)C(C)(C)C)=O)NC[C@@H]2COCCC2 1-[4-[5-chloro-6-oxo-4-[[(3R)-tetrahydropyran-3-yl]methylamino]pyridazin-1-yl]cyclohexyl]-3-[2-[1,1-dimethylethyl(dimethyl)silyl]oxyethyl]benzimidazol-2-one